FC1(CCC=2C(=CC=CC12)N)F 1,1-difluoro-2,3-dihydro-1H-inden-4-amine